C(C)(C)(C)OC(=O)N1CCN(CC1)CC1=CC=C(C=C1)C1=CC=CC=C1 4-(Biphenyl-4-ylmethyl)piperazine-1-carboxylic acid tert-butyl ester